OCCOC1=NC=C(C=N1)NC(O[C@H](C)[C@H](C)OC1=CC2=C(N=C(S2)C=2C=C(C=C3C=C(C=NC23)OCC)Cl)C=C1F)=O (2R,3S)-3-((2-(6-chloro-3-ethoxyquinolin-8-yl)-5-fluorobenzo[d]thiazol-6-yl)oxy)butan-2-yl (2-(2-hydroxyethoxy)pyrimidin-5-yl)carbamate